N[C@@H](CO)C1=NC=C(C=C1)Cl (2R)-2-amino-2-(5-chloropyridin-2-yl)ethan-1-ol